C(C1=CC=CC=C1)C(C(=O)OC)C(=O)NC1=CC=C(C=C1)S(NC(C)(C)C)(=O)=O methyl 2-benzyl-3-((4-(N-(tert-butyl)sulfamoyl)phenyl)amino)-3-oxopropanoate